CN(C1=CC(=C(C=C1)OC)NC([C@H]1NCCC1)=O)C1=CC(OC2=CC=CC=C12)=O 4-(N-methyl-N-(3-L-prolinamido-4-methoxyphenyl)-amino)coumarin